3-Amino-8-chloro-4-(7-fluoro-1H-indazol-4-yl)-1H-1,5-naphthyridin-2-one NC=1C(NC2=C(C=CN=C2C1C1=C2C=NNC2=C(C=C1)F)Cl)=O